C1(CCC1)CN(C(C)=O)CC=1NC2=CC(=CC=C2C1)CNC(=O)C=1N=C2N(C(C1)=O)C=CC=C2 N-[(2-{[N-(cyclobutylmethyl)acetamido]methyl}-1H-indol-6-yl)methyl]-4-oxo-4H-pyrido[1,2-a]pyrimidine-2-carboxamide